C(C)(=O)N[C@@H](CCCNC(N)=N)C(=O)O Acetyl-Arginin